N1N=C(C2=CC=CC=C12)NC(=O)NC1=NC(=CC=C1)C=1C=NN2C1C=CC=C2 1-(1H-indazol-3-yl)-3-(6-(pyrazolo[1,5-a]pyridin-3-yl)pyridin-2-yl)urea